C(C1=CC=CC=C1)NC1=CC(=NO1)C1CCN(CC1)C(=O)C1=CC(=C(C=C1)C(F)(F)F)F [4-[5-(benzylamino)isoxazol-3-yl]-1-piperidyl]-[3-fluoro-4-(trifluoromethyl)phenyl]methanone